O=S.[Gd].[La] lanthanum gadolinium oxysulfide